C(C1=CC=CC=C1)OC(=O)NC1CN(CC(C1)OC)C(=O)OC(C)(C)C tert-Butyl 3-(((benzyloxy)carbonyl)amino)-5-methoxypiperidine-1-carboxylate